(S)-1-(1-(5-fluoro-3-methylbenzofuran-2-yl)-2-methylpropyl)-3-(imidazo[1,2-a]pyrimidin-6-yl)urea FC=1C=CC2=C(C(=C(O2)[C@H](C(C)C)NC(=O)NC=2C=NC=3N(C2)C=CN3)C)C1